1-(biphenyl-2-ylmethyl)-4-(3-methoxyphenyl)piperazine C1(=C(C=CC=C1)CN1CCN(CC1)C1=CC(=CC=C1)OC)C1=CC=CC=C1